FC(OC1=NNC2=C1C(=NC=C2)C2=CC(=C(C=C2)S(=O)(=O)N(C)C)C(F)F)F 4-[3-(difluoromethoxy)-1H-pyrazolo[4,3-c]pyridin-4-yl]-2-(difluoromethyl)-N,N-dimethyl-benzenesulfonamide